N-nitrosomorpholine-d8 [2H]C1(C(OC(C(N1N=O)([2H])[2H])([2H])[2H])([2H])[2H])[2H]